C(#N)N(C=1SC(=C(N1)C(=O)NC1CCC12CCCC2)C)C2=CC(=NC(=C2)F)F 2-[cyano-(2,6-difluoro-4-pyridyl)amino]-5-methyl-N-spiro[3.4]octan-3-yl-thiazole-4-carboxamide